C(#N)C1=CC=C(C=C1)C1=NC2=C(N1C1=CC=C(C=C1)C)C=CC(=C2)C(=O)NC2CNCC2 2-(4-cyanophenyl)-N-(pyrrolidin-3-yl)-1-(p-tolyl)-1H-benzo[d]imidazole-5-carboxamide